C(C)(C)(C)OC(=O)NC1=C2N=CN(C2=NC=N1)CC1=C(C=C(C=C1C(C(F)(F)F)O)Cl)N1C[C@](CC1)(C(NC1CC1)=O)NC(OC(C)(C)C)=O Tert-butyl ((3R)-1-(2-((6-((tert-butoxycarbonyl)amino)-9H-purin-9-yl)methyl)-5-chloro-3-(2,2,2-trifluoro-1-hydroxyethyl)phenyl)-3-(cyclopropylcarbamoyl)pyrrolidin-3-yl)carbamate